11,11-dimethyl-11H-indeno[1,2-b]quinoline CC1(C2=CC=CC=C2C2=NC=3C=CC=CC3C=C21)C